CC1(CCN(CC1)C=1OC2=C(C=C(C=C2C(C1)=O)C)[C@@H](C)NC1=CN=NC=C1)C (R)-2-(4,4-dimethylpiperidin-1-yl)-6-methyl-8-(1-(pyridazin-4-ylamino)ethyl)-4H-chromen-4-one